4-methoxyphenylthiazolecarboxylic acid COC1=CC=C(C=C1)C=1N=C(SC1)C(=O)O